ClC=1C=C2C=CN=C(C2=CC1)C1=CC(=CC(=C1)C)C1CCCCC1 6-chloro-1-(3-cyclohexyl-5-methylphenyl)isoquinoline